ClC1=C(COC=2C=C3CCC(C3=C(C2)C)N2CC(C2)(O)C)C(=CC=C1)Cl (5-((2,6-dichlorobenzyl)oxy)-7-methyl-2,3-dihydro-1H-inden-1-yl)-3-methylazetidin-3-ol